C(C)(C)(C)OC(=O)N1CC(C1)(COC1=CC(=CC(=C1)C=1SC(=CN1)C)C(=O)OC)F 3-fluoro-3-{[3-(methoxycarbonyl)-5-(5-methyl-1,3-thiazol-2-yl)phenoxy]methyl}azetidine-1-carboxylic acid tert-butyl ester